N1=C(C=CC=C1)[C@@H](C)NC(=O)C1=CC2=CC=CC(=C2C=C1)C1=CC=C(C=C1)C(F)(F)F (R)-N-(1-(pyridin-2-yl)ethyl)-5-(4-(trifluoromethyl)phenyl)-2-naphthamide